C(#N)C1=C(N=CS1)C(=O)NC(C(C1CC1)C1CC1)C=1OC2=C(N1)C=C(C=C2)CN2C(NC(C2)C(F)(F)F)=O 5-cyano-N-(2,2-dicyclopropyl-1-(5-((2-oxo-4-(trifluoromethyl)imidazolidin-1-yl)methyl)benzo[d]oxazol-2-yl)ethyl)thiazole-4-carboxamide